[3-[3-[(2-hydroxyacetyl)amino]pyrazol-1-yl]-7-oxo-1,6-diazabicyclo[3.2.1]oct-3-en-6-yl]-sulfat OCC(=O)NC1=NN(C=C1)C=1CN2C(N(C(C1)C2)OS(=O)(=O)[O-])=O